C(C)OC=1C=2C=C3N(C2C=CC1)CCN(C3)CCCCOC3=CC=C1C=CC(NC1=C3)=O 7-(4-(9-ethoxy-3,4-dihydropyrazino[1,2-a]indol-2(1H)-yl)butoxy)quinolin-2(1H)-one